2,9-dimethyl-4,7-diphenyl-methyl-1,10-phenanthroline CC1=NC2=C3N=C(C=C(C3=CC=C2C(=C1C)C1=CC=CC=C1)C1=CC=CC=C1)C